N1(CCC1)CC1(CC1)NC(C(C)(C)C1=CC=C(C=C1)F)=O N-(1-(azetidin-1-ylmethyl)cyclopropyl)-2-(4-fluorophenyl)-2-methylpropanamide